methyl (3E)-2-(2-bromo-4-fluorobenzoyl)-3-(methylimino)butanoate BrC1=C(C(=O)C(C(=O)OC)/C(/C)=N/C)C=CC(=C1)F